3-(4-(4-(((1r,4r)-4-aminocyclohexyl)methyl)piperazin-1-yl)-2-fluorophenyl)piperidine-2,6-dione NC1CCC(CC1)CN1CCN(CC1)C1=CC(=C(C=C1)C1C(NC(CC1)=O)=O)F